N1(C=NC2=C1CCCC2)CN2S(C1=C(C2=O)C=CC=C1)(=O)=O 2-((4,5,6,7-tetrahydro-1H-benzimidazol-1-yl)methyl)benzo[d]isothiazol-3(2H)-one 1,1-dioxide